CC(=O)OC(C)(C)/C=C/C(=O)[C@@](C)([C@H]1[C@@H](C[C@@]2([C@@]1(CC(=O)[C@@]3([C@H]2CC=C4[C@H]3C=C(C(=O)C4(C)C)O[C@H]5[C@@H]([C@H]([C@@H]([C@H](O5)CO)O)O)O)C)C)C)O)O The molecule is a triterpenoid saponin that is cucurbitacin E attached to a beta-D-glucopyranosyl residue at position 2 via a glycosidic linkage. Isolated from Machilus yaoshansis it exhibits antineoplastic activity. It has a role as a plant metabolite and an antineoplastic agent. It is a cucurbitacin, a beta-D-glucoside, a monosaccharide derivative, a triterpenoid saponin, an acetate ester and a tertiary alpha-hydroxy ketone. It derives from a cucurbitacin E.